C(#N)C1=CC(=C(C=C1)[C@@H]1C=C(NC2=C(C=NC(=C12)OCC)C)C)OC (S)-4-(4-cyano-2-methoxyphenyl)-5-ethoxy-2,8-dimethyl-1,4-dihydro-1,6-naphthyridine